2-(4-bromo-7-chloro-2,6-naphthyridin-1-yl)prop-2-en-1-ol tert-Butyl-(S)-{1-[2-(benzo[d]isoxazol-3-yl)-4-bromophenyl]-2-(pyridin-2-yl)ethyl}carbamate C(C)(C)(C)N(C(=O)OCC(=C)C1=NC=C(C2=CN=C(C=C12)Cl)Br)[C@@H](CC1=NC=CC=C1)C1=C(C=C(C=C1)Br)C1=NOC2=C1C=CC=C2